N,N-bis(2-(((E)-4-methylpentane-2-ylidene)amino)ethyl)-3-(triethoxysilyl)propan-1-amine CC(C\C(\C)=N\CCN(CCC[Si](OCC)(OCC)OCC)CC/N=C(\C)/CC(C)C)C